2-[1-[4-[(2,6-dioxo-3-piperidyl)amino]-2-(trifluoromethyl)phenyl]-4-piperidyl]acetic acid O=C1NC(CCC1NC1=CC(=C(C=C1)N1CCC(CC1)CC(=O)O)C(F)(F)F)=O